NCC(=O)NCC1=CC(=CC=C1)CC=1C=CC=2C3=C(C(=NC2C1)N)N=C(N3CC(C)(C)O)COCC 2-amino-N-(3-((4-amino-2-(ethoxymethyl)-1-(2-hydroxy-2-methylpropyl)-1H-imidazo[4,5-c]quinolin-7-yl)methyl)benzyl)acetamide